COC1=C(C(=O)N[C@@H](C(F)(F)F)C)C(=CC(=C1)C1=CN=C2N1C=CC(=C2)C=2N=CN(C2)C)OC 2,6-dimethoxy-4-[7-(1-methylimidazol-4-yl)imidazo[1,2-a]pyridin-3-yl]-N-[(1R)-2,2,2-trifluoro-1-methyl-ethyl]benzamide